C1(CCCCC1)N1C(=NC=C1)C=1C=C2CN(C(C2=CC1)=O)C1C(NC(CC1)=O)=O 3-(5-(1-Cyclohexyl-1H-imidazol-2-yl)-1-oxoisoindolin-2-yl)piperidine-2,6-dione